allyl (4-methylphenyl) sulfoxide CC1=CC=C(C=C1)S(=O)CC=C